The molecule is a 1D-myo-inositol bis(diphosphate) tetrakisphosphate having the two diphospho groups located at positions 1 and 5. It derives from a myo-inositol. It is a conjugate acid of a 1,5-bis(diphospho)-1D-myo-inositol 2,3,4,6-tetrakisphosphate(13-). [C@@H]1([C@H](C([C@H]([C@@H](C1OP(=O)(O)O)OP(=O)(O)O)OP(=O)(O)OP(=O)(O)O)OP(=O)(O)O)OP(=O)(O)OP(=O)(O)O)OP(=O)(O)O